(R)-2-((4-(2-(4-Cyano-2-fluorophenyl)-2,3-dihydrobenzo[b][1,4]dioxin-5-yl)piperidin-1-yl)methyl)-4-ethoxy-1-methyl-1H-benzo[d]imidazole-6-carboxylic acid C(#N)C1=CC(=C(C=C1)[C@@H]1COC2=C(O1)C=CC=C2C2CCN(CC2)CC2=NC1=C(N2C)C=C(C=C1OCC)C(=O)O)F